N-methyl-N,N-dioctyl-ammonium [tetrakis(perfluorophenyl) borate] FC1=C(C(=C(C(=C1F)F)F)F)[B-](C1=C(C(=C(C(=C1F)F)F)F)F)(C1=C(C(=C(C(=C1F)F)F)F)F)C1=C(C(=C(C(=C1F)F)F)F)F.C[NH+](CCCCCCCC)CCCCCCCC